The molecule is a member of the class of isoflavans that is isoflavan with a hydroxy group at position 4, a methyl group at position 7 and a methoxy group at position 2' (the 3R,4S stereoisomer). It is isolated from Caragana conferta and exhibits significant anti-inflammatory activity in the respiratory burst assay. It has a role as a metabolite and an anti-inflammatory agent. It is a secondary alcohol, a monomethoxybenzene, a member of hydroxyisoflavans and a methoxyisoflavan. CC1=CC2=C(C=C1)[C@H]([C@@H](CO2)C3=CC=CC=C3OC)O